ClC1=CC=C(C=C1)C1CC(N(C1)C12CC(C1)(C2)NC(OCC[Si](C)(C)C)=O)=O 2-(trimethylsilyl)ethyl (3-(4-(4-chlorophenyl)-2-oxopyrrolidin-1-yl)bicyclo[1.1.1]pentan-1-yl)carbamate